fluoro-phosphos-triazine FC1=NC(=NC=N1)P(=O)=O